ClC1=CC=C(C=C1)[C@H](C)NC(CCC1=NC=2C(=NC=CC2)N1CC1=CC=C(C=C1)OC)=O N-[(S)-1-(4-Chloro-phenyl)-ethyl]-3-[3-(4-methoxy-benzyl)-3H-imidazo[4,5-b]pyridin-2-yl]-propionamide